2,7-didecyl-[1]-benzothieno[3,2-b][1]benzothiophene C(CCCCCCCCC)C1=CC2=C(C=C1)C=1SC3=C(C1S2)C=CC(=C3)CCCCCCCCCC